BrC1=C(C=CC(=C1)I)N1CCCC1 1-(2-bromo-4-iodo-phenyl)pyrrolidine